tert-butyl (4-(3-amino-6-chloropyridazin-4-yl)but-3-yn-1-yl)carbamate NC=1N=NC(=CC1C#CCCNC(OC(C)(C)C)=O)Cl